Cl.ClC1=C(CNCC(=O)O)C=CC=C1C=1OC(=NN1)C=1C(=C(C=CC1)C1=CC=CC=C1)C (2-Chloro-3-(5-(2-methyl-[1,1'-biphenyl]-3-yl)-1,3,4-oxadiazol-2-yl)benzyl)glycine hydrochloride